(R)-3,3-diethyl-5-(2-(4-phenylpiperazin-1-yl)ethyl)pyrrolidin-2-one C(C)C1(C(N[C@H](C1)CCN1CCN(CC1)C1=CC=CC=C1)=O)CC